N-(2-fluoro-5-methylbenzyl)-1-(3-(4-methoxyphenyl)-1,2,4-oxadiazol-5-yl)piperidine-4-carboxamide FC1=C(CNC(=O)C2CCN(CC2)C2=NC(=NO2)C2=CC=C(C=C2)OC)C=C(C=C1)C